1-phenyl-1,1-bis(4-hydroxy-3-methylphenyl)ethane C1(=CC=CC=C1)C(C)(C1=CC(=C(C=C1)O)C)C1=CC(=C(C=C1)O)C